CC1=C2C(=NC=3CCCCC13)CN(C2)C(CC2CN(C2)C=2C=NC(=CC2)C(F)(F)F)=O 1-(9-Methyl-1,3,5,6,7,8-hexahydro-pyrrolo[3,4-b]quinolin-2-yl)-2-[1-(6-trifluoromethyl-pyridin-3-yl)-azetidin-3-yl]-ethanone